OC1=C(C=C(C(=C1)O)C)C(=O)N1CC2=CC(=CC=C2CC1)NC1CCN(CC1)C (2,4-dihydroxy-5-methyl-phenyl)-[7-[(1-methyl-4-piperidyl)amino]-3,4-dihydro-1H-isoquinolin-2-yl]methanone